5,6-dihydroimidazo[1,5-a]pyrazine C=1N=CN2C1C=NCC2